ClC(C(Cl)(Cl)Cl)(C)Cl PENTACHLOROPROPAN